N1=C2C(=CC=C1)C1(N(C2)C(=O)[O-])COC1 spiro[oxetane-3,5'-pyrrolo[3,4-b]pyridine]-6'(7'H)-carboxylate